C(C)OC(=O)C=1OC(=NN1)C1(CC1)S(=O)(=O)C 5-(1-methanesulfonylcyclopropyl)-1,3,4-oxadiazole-2-carboxylic acid ethyl ester